α-isoamyl furfurylpropionate CC(C)CCOC(=O)CCCC1=CC=CO1